FC=1C=C(C=CC1F)C1=CCC2(OCCO2)CC1 8-(3,4-difluorophenyl)-1,4-dioxaspiro[4.5]dec-7-ene